3-(2-aminoethyl)-7-((4-(4-(trifluoromethyl)piperidin-1-yl)phenyl)amino)-2H-chromen-2-one ethyl-5-cyclopropyl-3-(trifluoromethyl)-1H-pyrazole-4-carboxylate C(C)OC(=O)C=1C(=NNC1C1CC1)C(F)(F)F.NCCC=1C(OC2=CC(=CC=C2C1)NC1=CC=C(C=C1)N1CCC(CC1)C(F)(F)F)=O